((4-propoxybenzoyl)glycyl)pyrrolidine-2-carboxamide C(CC)OC1=CC=C(C(=O)NCC(=O)N2C(CCC2)C(=O)N)C=C1